C(C)(C)(C)OCCOC(C)(C)C ethylene glycol di-t-butyl ether